O1COC2=NC=CC(=C21)N2N=CC(=C2C(F)(F)F)C(=O)NC=2C=NC(=C(C2)C#N)N2N=CC=N2 1-([1,3]dioxolo[4,5-b]pyridin-7-yl)-N-(5-cyano-6-(2H-1,2,3-triazol-2-yl)pyridin-3-yl)-5-(trifluoromethyl)-1H-pyrazole-4-carboxamide